difluorooctahydropyrrolo[3,4-b]pyrrol FN1CC2N(CCC2C1)F